6-(1-bromoethyl)-8-fluoroquinoline BrC(C)C=1C=C2C=CC=NC2=C(C1)F